ClC1=CC=C2C(=N1)NC=C2S(=O)(=O)NC2=NC(=C(C(=N2)OC)CCC#N)OC 6-chloro-N-[5-(2-cyanoethyl)-4,6-dimethoxy-pyrimidin-2-yl]-1H-pyrrolo[2,3-b]pyridine-3-sulfonamide